C(C)(C)(C)OC(=O)NC1=C(C=C2C=CC=NC2=C1)C(=O)OC methyl 7-((tert-butoxycarbonyl)amino)quinoline-6-carboxylate